2-methoxy-3-(pyrimidin-2-yl)aniline COC1=C(N)C=CC=C1C1=NC=CC=N1